Methyl 5-((2-(2-(2-aminoethoxy)ethoxy)ethyl)amino)benzo[c][2,6]naphthyridine-8-carboxylate NCCOCCOCCNC1=NC2=C(C3=CN=CC=C13)C=CC(=C2)C(=O)OC